ClC=1C=CC(=C(C1)N1CCN(CC1)C(C#CC1=CC=C(C=C1)S(F)(F)(F)(F)F)=O)C 1-(4-(5-chloro-2-methylphenyl)piperazin-1-yl)-3-(4-(pentafluoro-λ6-sulfaneyl)phenyl)prop-2-yn-1-one